C(C1=CC=CC=C1)(=O)C1=C(C=CC=C1)N(C(COC1=C(C(=C(C(=C1F)F)F)F)F)=O)CC#C N-(2-benzoylphenyl)-2-(perfluorophenoxy)-N-(prop-2-yn-1-yl)acetamide